gold copper water O.[Cu].[Au]